4-(2-(4-(2-acetyl-5-chlorophenyl)-5-methoxy-2-oxopyridin-1(2H)-yl)-3-(1-methyl-1H-pyrazol-3-yl)propionylamino)benzoic acid C(C)(=O)C1=C(C=C(C=C1)Cl)C1=CC(N(C=C1OC)C(C(=O)NC1=CC=C(C(=O)O)C=C1)CC1=NN(C=C1)C)=O